2-((trans)-2,5-diphenylphospholan-1-yl)ethan-1-ol Pentyl-4-((2-(1-(N-(2-(dinonylamino)ethyl)-N-nonylglycyl)piperidin-3-yl)ethyl)(nonyl)amino)butanoate C(CCCC)C(C(=O)OCCP1[C@H](CC[C@@H]1C1=CC=CC=C1)C1=CC=CC=C1)CCN(CCCCCCCCC)CCC1CN(CCC1)C(CN(CCCCCCCCC)CCN(CCCCCCCCC)CCCCCCCCC)=O